6-nitro-1,2,3,3a-tetrahydro-9H-benzo[e]pyrrolo[2,1-b][1,3]oxazin-9-one [N+](=O)([O-])C1=CC2=C(C(N3C(O2)CCC3)=O)C=C1